(1-(3-(2-cyclopropylpyridin-4-yl)-1,2,4-oxadiazol-5-yl)ethyl)-5-(methylsulfonyl)thiophene-2-carboxamide C1(CC1)C1=NC=CC(=C1)C1=NOC(=N1)C(C)C1=C(SC(=C1)S(=O)(=O)C)C(=O)N